4-({{2-[2-(2-Amino-ethoxy)-ethoxy]-ethyl}-[1-(4-chloro-phenyl)-cyclohexanecarbonyl]-Amino}-methyl)-benzoic acid methyl ester COC(C1=CC=C(C=C1)CN(C(=O)C1(CCCCC1)C1=CC=C(C=C1)Cl)CCOCCOCCN)=O